ClC=1C=C(N)C=C(C1OC=1N=NC(=C(C1)C(C)C)Cl)Cl 3,5-dichloro-4-[[6-chloro-5-(propan-2-yl)pyridazin-3-yl]oxy]aniline